C(CN(CCC(=O)NCCNCC(CCCCCCCCCCCC)O)CCC(=O)NCCNCC(CCCCCCCCCCCC)O)N(CCC(=O)NCCNCC(CCCCCCCCCCCC)O)CCC(=O)NCCNCC(CCCCCCCCCCCC)O 3,3',3'',3'''-(ethane-1,2-diylbis(azanetriyl))tetrakis(N-(2-((2-hydroxytetradecyl)amino)ethyl)propanamide)